N-[5-[5-methyl-3-[[(1S,4S)-2-methyl-5-oxa-2-azabicyclo[2.2.1]heptan-4-yl]methoxy]isoxazol-4-yl]pyrazolo[1,5-a]pyridin-2-yl]cyclopropanecarboxamide CC1=C(C(=NO1)OC[C@]12CN([C@H](CO1)C2)C)C2=CC=1N(C=C2)N=C(C1)NC(=O)C1CC1